OC(CC)C1=CC(=C(C=N1)C1=NC=C2C=C(N=CC2=C1)NC(COC)=O)C N-(7-{6-[1-hydroxypropyl]-4-methylpyridin-3-yl}-2,6-naphthyridin-3-yl)-2-methoxyacetamide